C1(C=CN2N1C=CCC2)=O 6H-pyridazino[1,2-a]pyrazol-1-one